(S)-2-(3-chloro-5-fluoroisonicotinamido)-4-((2-isopropoxyethyl)(4-(5,6,7,8-tetrahydro-1,8-naphthyridin-2-yl)butyl)amino)butanoic acid ClC1=C(C(=O)N[C@H](C(=O)O)CCN(CCCCC2=NC=3NCCCC3C=C2)CCOC(C)C)C(=CN=C1)F